N=1CCN2C=NC=3C=CC(=CC3C21)OC=2C(=C(C=CC2F)NS(=O)(=O)CCC)F N-(3-((2,3-Dihydroimidazo[1,2-c]quinazolin-9-yl)oxy)-2,4-difluorophenyl)propane-1-sulfonamide